FC(C(=O)[O-])(F)F.COC=1C=C(C=CC2=NC(=NC(=C2)C=CC2=CC(=C(C=C2)OC)OC)OCCNC(=[NH2+])N)C=CC1OC 2-(4,6-bis(3,4-dimethoxystyryl)pyrimidin-2-oxy)ethylguanidinium trifluoroacetate